chloroTrifluoroethylene ClC(=C(F)F)F